C(CCCC)C=1C(=NC(NC1)=O)N 5-pentylcytosine